(2R,4R)-(1-((5-methoxy-7-methyl-1H-indol-4-yl)methyl)-4-(1H-1,2,4-triazol-1-yl)piperidin-2-yl)benzoic acid COC=1C(=C2C=CNC2=C(C1)C)CN1[C@H](C[C@@H](CC1)N1N=CN=C1)C1=C(C(=O)O)C=CC=C1